FC1(CC(C1)(CO)NC(OC(C)(C)C)=O)F Tert-Butyl N-[3,3-difluoro-1-(hydroxymethyl)cyclobutyl]carbamate